C(CCCCCCC)(=O)O.OCC(O)CO.OCC(O)CO.OCC(O)CO.OCC(O)CO tetraglycerol monooctanate